CCCCC\C=C/C\C=C\C(CCCCCCCCCC)=O (Z,E)-6,9-Heneicosadien-11-one